C(COC(C)NC)OC(C)NC 2'-(ethane-1,2-diyl-bis(oxy))bis(N-methylethane-1-amine)